2-Chloro-7-(4-(1-isopropyl-4-(trifluoromethyl)-1H-imidazol-2-yl)benzyl)-N-methyl-7H-pyrrolo[2,3-d]pyrimidine-6-carboxamide ClC=1N=CC2=C(N1)N(C(=C2)C(=O)NC)CC2=CC=C(C=C2)C=2N(C=C(N2)C(F)(F)F)C(C)C